diisopropoxy diacetoacetate titanium [Ti].C(CC(=O)C)(=O)OOC(C)C.C(CC(=O)C)(=O)OOC(C)C